1-(9Z-pentadecenoyl)-2-(9Z-heptadecenoyl)-glycero-3-phosphoserine CCCCCCC/C=C\CCCCCCCC(=O)O[C@H](COC(=O)CCCCCCC/C=C\CCCCC)COP(=O)(O)OC[C@@H](C(=O)O)N